tert-butyl ((trans)-4-(((1R,2S)-2-phenylcyclopropyl)amino)cyclohexyl)carbamate C1(=CC=CC=C1)[C@H]1[C@@H](C1)N[C@@H]1CC[C@H](CC1)NC(OC(C)(C)C)=O